NC1=NC=NN2C1=CC=C2[C@]2([C@@H]([C@@H]([C@H](O2)CO[P@@](=O)(OC2=CC=CC=C2)N[C@H](C(=O)OCC(CC)CC)C)O)O)C#N (S)-2-ethylbutyl 2-(((R)-(((2R,3S,4R,5R)-5-(4-aminopyrrolo[2,1-f][1,2,4]triazin-7-yl)-5-cyano-3,4-dihydroxytetrahydrofuran-2-yl)methoxy)(phenoxy)phosphoryl)amino)propanoate